BrC=1C=C2C3(C(N(C2=CC1)C(=O)OC(C)(C)C)(C)O)CCC1(CC3)OCCO1 tert-butyl 5''-bromo-2''-hydroxy-2''-methyldispiro[1,3-dioxolane-2,1'-cyclohexane-4',3''-indole]-1''-carboxylate